CC=1CC2=C(C=CC=C2C1)C1=CC2=CC=CC=C2C=C1 2-methyl-7-(2-naphthyl)indene